O=C1OC(C2=CC(=CC=C12)C(=O)OC1=C(C=C(C=C1)C1=CC(=C(C=C1)C1=CC=C(C=C1)C1=CC=C(C=C1)OC(=O)C=1C=C2C(OC(C2=CC1)=O)=O)C)C)=O 4,4'''-bis(1,3-dioxo-1,3-dihydroisobenzofuran-5-ylcarbonyloxy)-3,3'-dimethyl-p-quaterphenyl